(S)-N-(2,4-Difluoro-5-((5-(trifluoromethyl)pyridin-2-yl)oxy)phenyl)-3-methyl-2-oxoimidazolidine-4-carboxamide FC1=C(C=C(C(=C1)F)OC1=NC=C(C=C1)C(F)(F)F)NC(=O)[C@H]1N(C(NC1)=O)C